CC1=C2C(=CC=3C=4C=C(C=CC4N(C13)C)OCCN(C)C)C=NC=C2 2-((5,6-dimethyl-6H-pyrido[4,3-b]carbazol-9-yl)oxy)-N,N-dimethylethan-1-amine